3,4-dihydro-1,8-naphthyridine-1(2H)-formamide N1(CCCC2=CC=CN=C12)C(=O)N